BrC(C(=O)OCC(C(=O)O)=C)(C)C ((2-bromoisobutyryloxy)methyl)acrylic acid